(3R)-N-[3-(2-[[(2R)-2-hydroxypropyl]amino]-6-(morpholin-4-yl)pyridin-4-yl)-4-methylphenyl]-3-(trifluoromethoxy)pyrrolidine-1-carboxamide O[C@@H](CNC1=NC(=CC(=C1)C=1C=C(C=CC1C)NC(=O)N1C[C@@H](CC1)OC(F)(F)F)N1CCOCC1)C